C1(CCC1)CN1C(N(CC12CCC(CC2)(C2=CC=CC=C2)N(C)C)CCC(=O)N)=O 3-[1-(Cyclobutyl-methyl)-8-dimethylamino-2-oxo-8-phenyl-1,3-diazaspiro[4.5]decan-3-yl]-propionamide